ClC=1C(=C(C=CC1)NC1=C(NC2=C1C(NCC2)=O)C2=CC=NC1=CC=C(N=C21)OC2CCOCC2)OC 3-[(3-chloro-2-methoxyphenyl)amino]-2-[6-(oxacyclohex-4-yloxy)-1,5-naphthyridin-4-yl]-1H,5H,6H,7H-pyrrolo[3,2-c]pyridin-4-one